FC=1C(=NC=C(C1)F)C(C(=O)C1=CC=C(C=N1)NC(O)=O)(C)C N-[6-[2-(3,5-difluoro-2-pyridyl)-2-methyl-propionyl]-3-pyridyl]carbamic acid